5-((2-fluoro-6-(pyrrolidin-1-ylmethyl)benzyl)amino)-N-(6-fluoropyridin-2-yl)-4-methylthiophene-2-sulfonamide trifluoroacetate FC(C(=O)O)(F)F.FC1=C(CNC2=C(C=C(S2)S(=O)(=O)NC2=NC(=CC=C2)F)C)C(=CC=C1)CN1CCCC1